[N+](=O)([O-])C1=CC=C(OP(=O)(OC2=CC=CC=C2)N[C@@H](C)C(=O)OCCCCCCCC)C=C1 octyl ((4-nitrophenoxy)(phenoxy)phosphoryl)-L-alaninate